N1,N3-bis(6-methyl-3-nitropyridin-2-yl)-5-(trifluoromethyl)benzene-1,3-diamin CC1=CC=C(C(=N1)NC1=CC(=CC(=C1)C(F)(F)F)NC1=NC(=CC=C1[N+](=O)[O-])C)[N+](=O)[O-]